6-hydroxy-5-oxo-4-[(1-phenyl-1H-pyrazol-4-yl)methyl]-4,5-dihydrothieno[3,2-b]pyridine-7-carboxylic acid OC1=C(C2=C(N(C1=O)CC=1C=NN(C1)C1=CC=CC=C1)C=CS2)C(=O)O